C(=CC)N1[C@@H](CCCC1)C=1N(C(=C(N1)C1=CC=C(C=C1)C(NC1=NC=C(C(=C1)C)F)=O)C(=O)N)N (S)-2-(1-propenylpiperidin-2-yl)-1-amino-4-(4-((5-fluoro-4-methylpyridin-2-yl)carbamoyl)phenyl)-1H-imidazole-5-carboxamide